acrylamido-N-((4-Ethyl-6-methyl-2-oxo-1,2-dihydropyridin-3-yl)methyl)-5-methyl-1-(1-phenylethyl)-1H-pyrazole-4-carboxamide C(C=C)(=O)NC1=NN(C(=C1C(=O)NCC=1C(NC(=CC1CC)C)=O)C)C(C)C1=CC=CC=C1